C(=O)(O)C(CCC(CC)CCO)N(C1=CC=NC2=CC=CC=C12)N 4-(1-carboxy-4-ethyl-(2-hydroxyethyl)-amino-1-butylamino)quinoline